1-((2-((6-(1H-pyrazol-4-yl)benzo[d]thiazol-2-yl)amino)pyridin-4-yl)methyl)pyrrolidin-3-ol N1N=CC(=C1)C1=CC2=C(N=C(S2)NC2=NC=CC(=C2)CN2CC(CC2)O)C=C1